methyl 4-[(1S)-1-[(2,6-dimethylpyrimidin-4-yl)amino]ethyl]benzoate CC1=NC(=CC(=N1)N[C@@H](C)C1=CC=C(C(=O)OC)C=C1)C